6-chloro-2-(5-(1,1-difluoro-ethyl)-4H-1,2,4-triazol-3-yl)-5-methoxy-1-methyl-3-(1H-pyrazol-4-yl)-1H-pyrrolo[3,2-b]pyridine ClC=1C=C2C(=NC1OC)C(=C(N2C)C2=NN=C(N2)C(C)(F)F)C=2C=NNC2